P-(4-(5-(chlorodifluoromethyl)-1,2,4-oxadiazol-3-yl)benzyl)-N-(2,6-dichlorophenyl)-P-methylphosphinic amide ClC(C1=NC(=NO1)C1=CC=C(CP(NC2=C(C=CC=C2Cl)Cl)(=O)C)C=C1)(F)F